FC([C@](N)(CC[14CH2]N)C(=O)O)F D,L-2-difluoromethyl-[5-14C]ornithine